4-(2,6-dimethylphenyl)-5-methoxypyridinecarboxaldehyde CC1=C(C(=CC=C1)C)C1=CC(=NC=C1OC)C=O